(S)-7-((5-(2-((dimethyl-amino)methyl)morpholino)pyridin-2-yl)amino)-4-(1-methyl-1H-pyrrolo[2,3-b]pyridin-4-yl)-2,3-dihydro-1H-pyrrolo[3,4-c]pyridin-1-one CN(C)C[C@@H]1OCCN(C1)C=1C=CC(=NC1)NC=1C2=C(C(=NC1)C1=C3C(=NC=C1)N(C=C3)C)CNC2=O